ClC=1C=NN(C1C1=NN2C(N(C(CC2)=O)CC2=CC(=C(C=C2)C=2C(=NN(C2C)C)C)Cl)=C1)C(C)C 2-(4-chloro-1-isopropyl-1H-pyrazol-5-yl)-4-(3-chloro-4-(1,3,5-trimethyl-1H-pyrazol-4-yl)benzyl)-6,7-dihydropyrazolo[1,5-a]pyrimidin-5(4H)-one